N-(tetrahydro-2H-pyran-4-yl)pyridineamide O1CCC(CC1)NC(=O)C1=NC=CC=C1